COC(C1=C(C=CC=C1)CCC(=O)C1=CC(=CC=C1)\C=C\C1=NC2=CC(=CC=C2C=C1)Cl)=O (E)-2-[3-[3-[2-(7-chloro-2-quinolinyl)vinyl]phenyl]-3-oxopropyl]benzoic acid methyl ester